Triglycerol Laurate C(CCCCCCCCCCC)(=O)O.OCC(O)CO.OCC(O)CO.OCC(O)CO